FC1=CC(=C(C=C1)N1CN(C(C2=C(C=CC=C12)C(F)(F)F)=O)C1=CNC(C=C1)=O)OC 1-(4-fluoro-2-methoxyphenyl)-3-(6-oxo-1,6-dihydropyridin-3-yl)-5-(trifluoromethyl)-2,3-dihydroquinazolin-4(1H)-one